4-(1-Acrylindol-5-yl)-6-(1-methyl-1H-pyrazol-4-yl)pyrazolo[1,5-a]pyrazine-3-carbonitrile C(=O)(C=C)N1C=CC2=CC(=CC=C12)C=1C=2N(C=C(N1)C=1C=NN(C1)C)N=CC2C#N